FC=1C=C(C=C(C1)F)C1=CC(=C(C=C1)OC)NC1=NC=NC2=CC(=C(C=C12)OC1CN(C1)C(C=C)=O)OC 1-(3-((4-((3',5'-difluoro-4-methoxy-[1,1'-biphenyl]-3-yl)amino)-7-methoxy-quinazolin-6-yl)oxy)azetidin-1-yl)prop-2-en-1-one